C1(CCC1)N1C(C(=CC2=C1N=C(N=C2)NC2=C(C=C(C=C2)N2CCN(CC2)C)OC)C)=O 8-cyclobutyl-2-((2-methoxy-4-(4-methylpiperazin-1-yl)phenyl)amino)-6-methylpyrido[2,3-d]pyrimidin-7(8H)-one